N-ethylbenzene-1,2-diamine C(C)NC=1C(=CC=CC1)N